4-(((1-isopropyl-8-(pyridin-3-yl)-1H-pyrazolo[3,4-d]pyrrolo[1,2-b]pyridazin-3-yl)amino)methyl)piperidine-1-carboxylic acid methyl ester COC(=O)N1CCC(CC1)CNC1=NN(C=2C=3N(N=CC21)C=C(C3)C=3C=NC=CC3)C(C)C